COC1=CC(=NC=C1C(NC1=NC(=CC=C1)OC)=O)NC(OC(C)(C)C)=O tert-butyl (4-methoxy-5-((6-methoxypyridin-2-yl)carbamoyl)pyridin-2-yl)carbamate